C(CCCCCCCCC(=O)OC1CC(N(C(C1)(C)C)C)(C)C)(=O)OC1CC(N(C(C1)(C)C)C)(C)C bis(1,2,2,6,6-pentamethyl-4-piperidyl) sebacate